IC1=CC=C(C=C1)NC(=O)N1CCC(CC1)N1C(NC2=C1C=CC(=C2)C)=O N-(4-iodophenyl)-4-(5-methyl-2-oxo-2,3-dihydro-1H-1,3-benzodiazol-1-yl)piperidine-1-carboxamide